boron-uranium [U].[B]